cyclopentyl-2-[3-(trifluoromethyl)-1H-pyrazol-4-yl]pyrido[3,4-d]pyrimidin-4-amine C1(CCCC1)C1=CN=CC=2N=C(N=C(C21)N)C=2C(=NNC2)C(F)(F)F